[2H]C1=C(C(=C(C(=C1[2H])[2H])C([2H])([2H])C([2H])(C([2H])([2H])[2H])N)[2H])[2H] Amphetamine-d11